tert-butyl 6-[(3-chloro-4-fluoro-5,6-dimethyl-8-oxo-7H-2,7-naphthyridin-1-yl) oxymethyl]-2,5-diazabicyclo[2.2.2]octane-2-carboxylate ClC=1N=C(C=2C(NC(=C(C2C1F)C)C)=O)OCC1NC2CN(C1CC2)C(=O)OC(C)(C)C